(S)-2-((((trans)-4-hydroxycyclohexyl)amino)methyl)-2,4-diphenyl-2,3-dihydrobenzofuran-5-carbonitrile O[C@@H]1CC[C@H](CC1)NC[C@@]1(OC2=C(C1)C(=C(C=C2)C#N)C2=CC=CC=C2)C2=CC=CC=C2